(1S,3S,4R)-2-(2-(3-acetyl-7-methyl-5-(2-methylpyrimidin-5-yl)-1H-indazol-1-yl)acetyl)-N-(6-bromo-5-fluoro-3-methylpyridin-2-yl)-2-azabicyclo[2.2.1]heptane-3-carboxamide C(C)(=O)C1=NN(C2=C(C=C(C=C12)C=1C=NC(=NC1)C)C)CC(=O)N1[C@H]2CC[C@@H]([C@H]1C(=O)NC1=NC(=C(C=C1C)F)Br)C2